((((2R,3S,4R,5R)-5-(5-chloro-7-(cyclohexylamino)-3H-[1,2,3]triazolo[4,5-d]pyrimidin-3-yl)-3,4-dihydroxytetrahydrofuran-2-yl)methoxy)methyl)phosphonic acid ClC=1N=C(C2=C(N1)N(N=N2)[C@H]2[C@@H]([C@@H]([C@H](O2)COCP(O)(O)=O)O)O)NC2CCCCC2